C(C1=CC=CC=C1)[C@@](C(=O)O)(C1=CC=CC=C1)SC1=CC=C(C=C1)C benzyl-(S)-2-((4-methylphenyl)sulfanyl)-2-phenylacetic acid